ClCC(C)(NCC)CCl 1,1-dichloromethyl-N,N-diethylamine